C(CCCCCCC)(=O)OC1=CC(=C2C=CC=3C(=CC(=C4C=CC1=C2C34)S(=O)(=O)O)S(=O)(=O)O)S(=O)(=O)O 1-octanoyloxy-pyrene-3,6,8-trisulfonic acid